1,1'-biphenyl-4-carboxamide C1(=CC=C(C=C1)C(=O)N)C1=CC=CC=C1